[N+](=O)(O)[O-].CC=1N=CSC1CCO 4-methyl-5-hydroxyethylthiazole nitrate